FC(C1C2=C(NC(O1)=O)C=CC=C2)(F)F 4-(trifluoromethyl)-1,4-dihydro-2H-benzo[d][1,3]oxazin-2-one